ClC=1C(=C(N[C@@H](C(=O)N2[C@H]3CC([C@@H]([C@H]2C(=O)N[C@H](C[C@H]2C(NCCC2)=O)C#N)CC3)(F)F)C)C=CC1)C (1R,3S,4R)-2-[(2R)-2-(3-chloro-2-methyl-anilino)propanoyl]-N-[(1R)-1-cyano-2-[(3S)-2-oxo-3-piperidyl]ethyl]-5,5-difluoro-2-azabicyclo[2.2.2]octane-3-carboxamide